7-(4-fluorophenyl)-3-methyl-2,3-dihydrofuro[2,3-c]pyridin-3-amine FC1=CC=C(C=C1)C=1N=CC=C2C1OCC2(N)C